2-(5-Methoxybenzofuran-3-yl)acetic acid COC=1C=CC2=C(C(=CO2)CC(=O)O)C1